C1(CC1)C=1C=CC=2N(C1)C=C(N2)[C@@H]2N(CC(C2)(C)O)C2=CC(=NC=N2)NC(=O)[C@@H]2[C@H](C2)C2=NC=CC(=N2)C (1S,2S)-N-(6-((2R)-2-(6-cyclopropyl-imidazo[1,2-a]pyridin-2-yl)-4-hydroxy-4-methylpyrrolidin-1-yl)pyrimidin-4-yl)-2-(4-methyl-pyrimidin-2-yl)cyclopropane-1-carboxamide